FC(OC1=CC=C(C=C1)S(=O)(=O)N1[C@H]2CC(C[C@@H]1CC2)NCC(C)(O)C)F 1-(((1R,3s,5S)-8-((4-(difluoromethoxy)phenyl)sulfonyl)-8-azabicyclo[3.2.1]oct-3-yl)amino)-2-methylpropan-2-ol